1-(tert-butyl) 2-methyl 4-(2,2,2-trichloroethyl) (R)-piperazine-1,2,4-tricarboxylate N1([C@H](CN(CC1)C(=O)OCC(Cl)(Cl)Cl)C(=O)OC)C(=O)OC(C)(C)C